The molecule is a GDP-L-fucose in which the anomeric oxygen is on the same side of the fucose ring as the methyl substituent. It has a role as a plant metabolite and a mouse metabolite. It is a conjugate acid of a GDP-beta-L-fucose(2-). C[C@H]1[C@H]([C@H]([C@@H]([C@H](O1)OP(=O)(O)OP(=O)(O)OC[C@@H]2[C@H]([C@H]([C@@H](O2)N3C=NC4=C3N=C(NC4=O)N)O)O)O)O)O